2-(2-hydroxyethoxy)acetic acid OCCOCC(=O)O